FC1(CCC2=C1N=C(N=C2C2=CC=C(C=C2)C2(COC2)N)N2[C@H]([C@H](C2)F)C)F 3-(4-(7,7-difluoro-2-((2S,3S)-3-fluoro-2-methylazetidin-1-yl)-6,7-dihydro-5H-cyclopenta[d]pyrimidin-4-yl)phenyl)oxetan-3-amine